dimethyl-methyl-amino-amine CN(NC)C